N1=CC(=CC=C1)[C@@H](C)O (R)-1-(pyridin-3-yl)ethan-1-ol